COC=1C=CC=2C=3C=C4C(=C(C3N(C2C1)C)C)C=CN=C4 8-methoxy-5,6-dimethyl-6H-pyrido[4,3-b]carbazole